2-(4-(methyl)phenyl)quinoline CC1=CC=C(C=C1)C1=NC2=CC=CC=C2C=C1